CC=1C(=NN(C1)CC=O)C(F)(F)F 2-(4-methyl-3-(trifluoromethyl)-1H-pyrazol-1-yl)ethan-1-one